N-{1-[(2-Bromo-6-chlorophenyl)methyl]-1H-pyrazol-3-yl}-2,6-difluorobenzamide BrC1=C(C(=CC=C1)Cl)CN1N=C(C=C1)NC(C1=C(C=CC=C1F)F)=O